methyl-(2E)-but-2-ene-1,4-dioic acid (1S)-1-methyl-2-morpholin-4-yl-2-oxoethyl ester C[C@@H](C(=O)N1CCOCC1)OC(\C(=C\C(=O)O)\C)=O